5-(2-((cyclopentylmethyl)amino)-6H-1,3,4-thiadiazin-5-yl)-1H-benzo[d]imidazol-2(3H)-one C1(CCCC1)CNC=1SCC(=NN1)C1=CC2=C(NC(N2)=O)C=C1